NC1=C(C(=O)OC)C=CC(=C1)C1CC1 methyl 2-amino-4-cyclopropyl-benzoate